3-((3S,4R)-3-((dimethylamino)methyl)-1-(3-(5-fluoropyridin-3-yl)propyl)-4-hydroxypiperidin-4-yl)benzonitrile CN(C)C[C@H]1CN(CC[C@]1(O)C=1C=C(C#N)C=CC1)CCCC=1C=NC=C(C1)F